(S)-9-(2-Difluoromethyl-2H-pyrazol-3-ylmethyl)-2-((3R,5R)-3,5-dimethyl-morpholin-4-yl)-8-trifluoromethyl-6,7,8,9-tetrahydro-pyrimido[1,2-a]-pyrimidin-4-one FC(N1N=CC=C1CN1[C@@H](CCN2C1=NC(=CC2=O)N2[C@@H](COC[C@H]2C)C)C(F)(F)F)F